C(=C)[Si](O[SiH](C)C)(O[SiH](C)C)O[SiH](C)C vinyltris(dimethylsilyloxy)silane